FC1=C(C=CC(=C1)F)N1N=CC=2C1=NC(=NC2O)N2C1CN(CC2C1)CC(F)(F)F 1-(2,4-difluorophenyl)-6-[3-(2,2,2-trifluoroethyl)-3,6-diazabicyclo[3.1.1]heptan-6-yl]pyrazolo[3,4-d]pyrimidin-4-ol